bis(2,4,6-trifluorophenyl) sulfide FC1=C(C(=CC(=C1)F)F)SC1=C(C=C(C=C1F)F)F